COC1=CC(=CC(=C1O)OC)/C=C/C(=O)OC[C@@H]2[C@H]([C@@H]([C@H]([C@@H](O2)S/C(=N\\S(=O)(=O)O)/CCC=CS(=O)C)O)O)O The molecule is a glucosinolic acid that is glucoraphenin in which the hydroxy hydrogen at position 6 on the glucose fragment has been replaced by a sinapoyl group. It has a role as an Arabidopsis thaliana metabolite. It is a glucosinolic acid, a sulfoxide and a cinnamate ester. It derives from a glucoraphenin and a trans-sinapic acid.